N1C=C(C2=CC=CC=C12)C[C@@H]1N(CCC2=CC(=C(C=C12)OCC)OC)C(COC)=O (S)-1-(1-((1H-indol-3-yl)methyl)-7-ethoxy-6-methoxy-3,4-dihydroisoquinoline-2(1H)-yl)-2-methoxyethane-1-one